N(=C=O)CCC[Si](CC)(OCC)OCC (3-isocyanatopropyl)diethoxy(ethyl)silane